(2R,3S,5R)-5-(5-chloro-2,4-dioxo-3,4-dihydropyrimidin-1(2H)-yl)-3-hydroxy-2-(hydroxymethyl)tetrahydrofuran-2-carbonitrile ClC=1C(NC(N(C1)[C@H]1C[C@@H]([C@@](O1)(C#N)CO)O)=O)=O